3-((1H-indazole-3-carboxamido)methyl)-5-benzyl-N-((R)-3-methyl-1-((3aS,4S,6S,7aR)-3a,5,5-trimethylhexahydro-4,6-methanobenzo[d][1,3,2]dioxaborol-2-yl)butyl)-4,5-dihydroisoxazole N1N=C(C2=CC=CC=C12)C(=O)NCC1N(OC(C1)CC1=CC=CC=C1)[C@@H](CC(C)C)B1O[C@@]2([C@H](O1)C[C@H]1C([C@@H]2C1)(C)C)C